C(C)(=O)C(C(C)=O)C(C)=O.[Ti] titanium diacetylacetone